ClCCCN1CCOCC1 4-(3'-chloropropyl)morpholine